CS(=O)(=O)N1CCC(CC1)NC1=NC=C(C(=N1)C1=CC(=CS1)C(=O)N)C(F)(F)F 5-(2-((1-(methylsulfonyl)piperidin-4-yl)amino)-5-(trifluoromethyl)pyrimidin-4-yl)thiophene-3-carboxamide